2-Chloro-5-(1-(4-(2-(4-chlorophenyl)imidazo[1,2-a]pyridin-3-yl)-1H-1,2,3-triazol-1-yl)ethyl)benzamide ClC1=C(C(=O)N)C=C(C=C1)C(C)N1N=NC(=C1)C1=C(N=C2N1C=CC=C2)C2=CC=C(C=C2)Cl